ClC1=C(C(=O)NC2(CCN(CC2)C2=NC=C(C=C2)C=2C=3N(C=C(C2)OC)N=CC3)C)C=C(C=C1)F 2-chloro-5-fluoro-N-(1-(5-(6-methoxypyrazolo[1,5-a]pyridin-4-yl)pyridin-2-yl)-4-methylpiperidin-4-yl)benzamide